2-(2-(((1r,4r)-4-(((4-Chlorophenyl)(phenyl)carbamoyloxy)methyl)cyclohexyl)methoxy)acetamido)acetic Acid ClC1=CC=C(C=C1)N(C(=O)OCC1CCC(CC1)COCC(=O)NCC(=O)O)C1=CC=CC=C1